boric acid tris(hexafluoroisopropyl) ester B(OC(C(F)(F)F)C(F)(F)F)(OC(C(F)(F)F)C(F)(F)F)OC(C(F)(F)F)C(F)(F)F